5,6,7,8,9,10-hexahydrobenzo[8]annulene-3-carboxamide C1=CC(=CC2=C1CCCCCC2)C(=O)N